BrC=1C(=NN(C1C1(CC2CC(CC2C1)C=1N=CN(C1C(=O)NC1=CC(=C(C=C1)F)Cl)C)O)C)C#N 4-(5-(4-Bromo-3-cyano-1-methyl-1H-pyrazol-5-yl)-5-hydroxyoctahydropentalen-2-yl)-N-(3-chloro-4-fluorophenyl)-1-methyl-1H-imidazole-5-carboxamide